C(C1=CC=CC=C1)N1C(C2=C(C=3C=CC=NC13)CCN(C2)CC2CCCCC2)=O 6-benzyl-3-(cyclohexylmethyl)-2,3,4,6-tetrahydropyrido[3,4-c][1,8]naphthyridin-5(1H)-one